2,7-di-tert-butyl-9,9-dimethylxanthene-4,5-dicarboxylic acid C(C)(C)(C)C1=CC=2C(C=3C=C(C=C(C3OC2C(=C1)C(=O)O)C(=O)O)C(C)(C)C)(C)C